4,4-Dimethyl-6-(2-((3-((methylsulfonyl)methyl)-4-(trifluoromethyl)phenyl)amino)pyrimidin-4-yl)-3,4-dihydroisoquinolin CC1(CN=CC2=CC=C(C=C12)C1=NC(=NC=C1)NC1=CC(=C(C=C1)C(F)(F)F)CS(=O)(=O)C)C